FC12CC(C1)(C2)CN[C@H]2CN(CCC2)C=2C=CC(=NC2)C2(COC2)C(=O)NC=2N=C1N(C(C2)=O)C=CC=C1 (R)-3-(5-(3-(((3-fluorobicyclo[1.1.1]pentan-1-yl)methyl)amino)piperidin-1-yl)pyridin-2-yl)-N-(4-oxo-4H-pyrido[1,2-a]pyrimidin-2-yl)oxetane-3-carboxamide